selenoic acid [Se](O)(O)(=O)=O